benzyl (1R,5R,6S)-5-hydroxy-2-azabicyclo[4.1.0]heptane-2-carboxylate O[C@@H]1CCN([C@@H]2C[C@H]12)C(=O)OCC1=CC=CC=C1